C(=C)C1=CN=C2N1C=CN=C2 3-vinylimidazo[1,2-a]pyrazin